C1(CC1)C1=C(C(=NO1)C1=NN(C2=NC=NC(=C21)N)C(C)C)C2=NC=C(C=C2)C2CCNCC2 3-(5-cyclopropyl-4-(5-(piperidin-4-yl)pyridin-2-yl)isoxazol-3-yl)-1-isopropyl-1H-pyrazolo[3,4-d]pyrimidin-4-amine